4,7-dibromobenzo[c][1,2,5]thiadiazole BrC1=CC=C(C2=NSN=C21)Br